N-(1-Adamantylmethyl)-4-[4-[[3-ethoxy-5-(3-hydroxyphenyl)phenyl]methyl]piperazin-1-yl]benzamide C12(CC3CC(CC(C1)C3)C2)CNC(C2=CC=C(C=C2)N2CCN(CC2)CC2=CC(=CC(=C2)C2=CC(=CC=C2)O)OCC)=O